2-(dibenzylamino)-4-methyl-8-azabicyclo[3.2.1]octane-8-carboxylate C(C1=CC=CC=C1)N(C1C2CCC(C(C1)C)N2C(=O)[O-])CC2=CC=CC=C2